NCCCC(=O)OC methyl (S)-4-amino-butanoate